3-(5-(2-((1-(6-aminopyridin-3-yl)piperidin-4-yl)methyl)-2,7-diazaspiro[3.5]non-7-yl)-1-oxoisoindolin-2-yl)piperidine-2,6-dione NC1=CC=C(C=N1)N1CCC(CC1)CN1CC2(C1)CCN(CC2)C=2C=C1CN(C(C1=CC2)=O)C2C(NC(CC2)=O)=O